P(=O)(O)(O)C(CC(=O)O)(CC(C(=O)O)P(=O)(O)O)C(=O)O 2,4-diphosphono-butane-1,2,4-tricarboxylic acid